F[B-](F)(F)F.CN(C(=O)N(C)C)C N,N,N',N'-tetrakisMethyl-urea tetrafluoroborate